CC1=NC=C2N1C1=C(C(=NC2)C2=C(C=CC=C2)F)C=C(C=C1)Cl 1-methyl-8-chloro-6-(2-fluorophenyl)-4H-imidazo[1,5-a][1,4]-benzodiazepine